2-amino-3-[3-(cycloocta-1,3,5,7-tetraen-1-yl)acrylamido]propionic acid NC(C(=O)O)CNC(C=CC1=CC=CC=CC=C1)=O